BrC=1SC=C(N1)C(=O)N([C@H]1C(N(CC1)CC(F)(F)F)=O)C1=CC(=CC(=C1)OC(F)(F)F)OC (R)-2-Bromo-N-(3-methoxy-5-(trifluoromethoxy)phenyl)-N-(2-oxo-1-(2,2,2-trifluoroethyl)pyrrolidin-3-yl)thiazole-4-carboxamide